ClC=1C(=NC=CC1C=1C(=C(C=CC1)C1=CC=C(C(=N1)OC)CNC[C@H](C)O)C(F)(F)F)C1=CC(=C(C=C1)CNC[C@@H](C)O)OC (S)-1-(((6-(3-(3-chloro-2-(4-((((R)-2-hydroxypropyl)amino)methyl)-3-methoxyphenyl)pyridin-4-yl)-2-(trifluoromethyl)phenyl)-2-methoxypyridin-3-yl)methyl)amino)propan-2-ol